3-(5-(difluoromethyl)furan-2-yl)-5,6,7,8-tetrahydro-[1,2,4]triazolo[4,3-a]pyrazine hydrochloride Cl.FC(C1=CC=C(O1)C1=NN=C2N1CCNC2)F